COC1=CC=C(C=C1)C=1C(C2=CC=3CC=4C(CC(CC4OC3C(=C2OC1)C)(C)C)=O)=O 3-(4-Methoxyphenyl)-9,9,12-trimethyl-6,8,9,10-tetrahydro-4H,7H-pyrano[3,2-b]xanthene-4,7-dione